BrC(C(=O)O)CCCCCCCCCCCCCCCC alpha-bromooctadecanoic acid